ethyl 5-[2-[[7-(5-methyl-1,2,4-oxadiazol-3-yl)-1-isoquinolinyl] amino] ethyl]-6,7-dihydro-4H-pyrazolo[1,5-a]pyrazine-2-carboxylate CC1=NC(=NO1)C1=CC=C2C=CN=C(C2=C1)NCCN1CC=2N(CC1)N=C(C2)C(=O)OCC